C1=C(C=CC2=CC=CC=C12)S(=O)[O-] 2-naphthalenesulfinate